CC(C)(C)NCC(C1=CC(=CC(=C1)OC(=O)N(C)C)OC(=O)N(C)C)O.Cl The molecule is the hydrochloride salt of bambuterol. A long acting beta-adrenoceptor agonist used in the treatment of asthma, it is a prodrug for terbutaline. It has a role as an anti-asthmatic drug, a bronchodilator agent, a prodrug, a beta-adrenergic agonist, a sympathomimetic agent and an EC 3.1.1.7 (acetylcholinesterase) inhibitor. It is a hydrochloride, a carbamate ester and a member of phenylethanolamines. It contains a bambuterol.